C(C)(C)N1C(=NN=C1)C1=CC=CC(=N1)NC(=O)C=1NC(=CC1)C=1SC=CC1 N-(6-(4-isopropyl-4H-1,2,4-triazol-3-yl)pyridin-2-yl)-5-(thiophen-2-yl)-1H-pyrrole-2-carboxamide